(S)-1'-(5-(quinoxalin-5-ylthio)-1H-imidazo[4,5-b]pyrazin-2-yl)-1,3-dihydrospiro[indene-2,4'-piperidin]-1-amine N1=CC=NC2=C(C=CC=C12)SC=1N=C2C(=NC1)NC(=N2)N2CCC1(CC2)[C@@H](C2=CC=CC=C2C1)N